C(C)(=O)N1CC[C@]23CCN(CC[C@]2([C@H]1CC1=CC=C(C=C13)OC)O)C(=O)OCC(Cl)(Cl)Cl 2,2,2-trichloroethyl (5aS,6R,11bR)-14-acetyl-5a-hydroxy-10-methoxy-1,2,5,5a,6,7-hexahydro-6,11b-(epiminoethano)naphtho[1,2-d]azepine-3(4H)-carboxylate